N-methyl-2-[[(2R)-2-methyl-7-nitro-12-oxo-4-oxa-1-azatricyclo[7.3.1.05,13]trideca-5(13),6,8,10-tetraen-11-yl]oxy]acetamide CNC(COC1=CC2=CC(=CC=3OC[C@H](N(C1=O)C32)C)[N+](=O)[O-])=O